4-(2-methoxyethoxy)piperidin-3-ol europium-nickel [Ni].[Eu].COCCOC1C(CNCC1)O